C(C)(C)(C)OC(N[C@@H]1[C@H](CCC1)NC1=NC(=NC=C1C#CC(OCC)OCC)Cl)=O N-[(1S,2S)-2-[[2-chloro-5-(3,3-diethoxyprop-1-ynyl)pyrimidin-4-yl]amino]cyclopentyl]carbamic acid tert-butyl ester